OC1=CC=C(C=C1)CC(=O)O 2-(4-hydroxyphenyl)acetic acid